3-(pentafluorosulfanyl)aniline FS(C=1C=C(N)C=CC1)(F)(F)(F)F